2-(2,6-dichloro-9H-purin-9-yl)-N-(3,4-difluorophenyl)acetamide ClC1=NC(=C2N=CN(C2=N1)CC(=O)NC1=CC(=C(C=C1)F)F)Cl